N(=C=O)C1=C(C=CC=C1)CC1=C(C=CC=C1)N=C=O bis(isocyanatophenyl)methane